2-{6-[methyl-(2,2,6,6-tetramethylpiperidin-4-yl)amino]-1,2,4-triazin-3-yl}-5-(2H-1,2,3-triazol-2-yl)pyridin-3-ol CN(C1=CN=C(N=N1)C1=NC=C(C=C1O)N1N=CC=N1)C1CC(NC(C1)(C)C)(C)C